4-acetoxy-7-methylindole C(C)(=O)OC1=C2C=CNC2=C(C=C1)C